FC1=CC=C(OC2=C(C=C(N)C=C2)CN2C=NC=C2)C=C1 4-(4-fluorophenoxy)-3-[(1H-imidazol-1-yl)methyl]aniline